C1(CC1)C1=NC2=C(N1)C=CC=1C(C=C(OC12)C1=CC=C(C#N)C=C1)=O 4-(2-cyclopropyl-6-oxo-3,6-dihydrochromeno[7,8-d]imidazol-8-yl)benzonitrile